rel-(2S,3R,4S)-4-[[3-(3,4-difluoro-2-methoxy-phenyl)-4,5,5-trimethyl-tetrahydrofuran-2-carbonyl]amino]pyridine-2-carboxamide FC=1C(=C(C=CC1F)[C@@H]1[C@H](OC([C@H]1C)(C)C)C(=O)NC1=CC(=NC=C1)C(=O)N)OC |o1:8,9,12|